tert-butyl 3-[[4-[4-(4-chlorophenyl)-6,7-dimethyl-1-oxo-phthalazin-2-yl]-2-pyridyl]oxy]azetidine-1-carboxylate ClC1=CC=C(C=C1)C1=NN(C(C2=CC(=C(C=C12)C)C)=O)C1=CC(=NC=C1)OC1CN(C1)C(=O)OC(C)(C)C